NC1=CC(=C(C=C1)N1CCC(=CC1)C=1C=C2CCN(CC2=CC1)C(=O)OCC1=CC=CC=C1)C(F)(F)F benzyl 6-[1-[4-amino-2-(trifluoromethyl)phenyl]-3,6-dihydro-2H-pyridin-4-yl]-3,4-dihydro-1H-isoquinoline-2-carboxylate